CC=1C(=NC2=C3N=CC=CC3=CC=C2C1)C dimethyl-1,10-phenanthroline